CC1(N(CCC1)CC(=O)NC=1C=C(C(=NC1)C)NC(=O)C=1C=NN2C1C=NC(=C2)C=2C=NN(C2)CCOC)C N-(5-(2-(2,2-dimethylpyrrolidin-1-yl)acetamido)-2-methylpyridin-3-yl)-6-(1-(2-methoxyethyl)-1H-pyrazol-4-yl)pyrazolo[1,5-a]pyrazine-3-carboxamide